N-[4-(4-chloro-1H-pyrazol-1-yl)-3-sulfamoylphenyl]-2-(4-hydroxyphenyl)acetamide tert-butyl-((2-(2,6-dioxopiperidin-3-yl)-3-oxoisoindolin-4-yl)methyl)carbamate C(C)(C)(C)N(C(O)=O)CC1=C2C(N(CC2=CC=C1)C1C(NC(CC1)=O)=O)=O.ClC=1C=NN(C1)C1=C(C=C(C=C1)NC(CC1=CC=C(C=C1)O)=O)S(N)(=O)=O